OC(C1OC(C2=C(C=C(C=C12)C)C)=O)C1=CC=C(C=C1)OCCCOC 3-(hydroxy(4-(3-methoxypropoxy)phenyl)methyl)-5,7-dimethylisobenzofuran-1(3H)-one